ClC1=NC(=NC(=N1)Cl)NC1=CC=C(C=C1)Cl 4,6-dichloro-N-(4-chlorophenyl)-1,3,5-triazin-2-amine